1-((2R,5S)-4-(6-chloro-2-(3-(dimethylamino)azetidin-1-yl)-8-fluoro-7-(3-hydroxy-6-methyl-1H-indazol-7-yl)quinazolin-4-yl)-2,5-dimethylpiperazin-1-yl)prop-2-en-1-one ClC=1C=C2C(=NC(=NC2=C(C1C=1C(=CC=C2C(=NNC12)O)C)F)N1CC(C1)N(C)C)N1C[C@H](N(C[C@@H]1C)C(C=C)=O)C